(S,Z)-N-(1-(2-fluoro-5-((3-oxoisobenzofuran-1(3H)-ylidene)methyl)benzoyl)pyrrolidin-3-yl)-N-methylcyclopropanecarboxamide FC1=C(C(=O)N2C[C@H](CC2)N(C(=O)C2CC2)C)C=C(C=C1)\C=C\1/OC(C2=CC=CC=C12)=O